CC1=C(C=C(C=C1)C1=NC(=NS1)C)NCC(=O)N1CCC2=C(C=CC=C12)C1=NN(C=C1)C1OCCCC1 ((2-methyl-5-(3-methyl-1,2,4-thiadiazol-5-yl)phenyl)amino)-1-(4-(1-(tetrahydro-2H-pyran-2-yl)-1H-pyrazol-3-yl)indolin-1-yl)ethan-1-one